[C-]#N.C(CCCCC)[N+]1=C(C=CC=C1)C 1-hexyl-2-Methylpyridinium cyanide